N-[4-[(2,3-diamino-4-pyridinyl)oxy]-2-chloro-phenyl]carbamic acid tert-butyl ester C(C)(C)(C)OC(NC1=C(C=C(C=C1)OC1=C(C(=NC=C1)N)N)Cl)=O